4-methoxybenzylchloride COC1=CC=C(CCl)C=C1